sodium (S)-3-(3'-methoxybiphenyl-3-yl)-3-(3-(1-methyl-4-oxido-2-oxo-1,2-dihydropyridin-3-yl) ureido)propanoate COC=1C=C(C=CC1)C1=CC(=CC=C1)[C@H](CC(=O)[O-])NC(=O)NC=1C(N(C=CC1[O-])C)=O.[Na+].[Na+]